5-iodo-2-methoxythiazole IC1=CN=C(S1)OC